2-((1r,2s)-1-(2-cyanophenyl)-1-(1-methyl-1H-pyrazol-4-yl)propan-2-yl)-1-ethyl-5-hydroxy-N-(isoxazol-4-yl)-6-oxo-1,6-dihydropyrimidine-4-carboxamide C(#N)C1=C(C=CC=C1)[C@@H]([C@H](C)C=1N(C(C(=C(N1)C(=O)NC=1C=NOC1)O)=O)CC)C=1C=NN(C1)C